BrC=1C=CC(=NC1)NC1=C(C(=O)O)C=C(C=C1[N+](=O)[O-])F 2-((5-bromopyridin-2-yl)amino)-5-fluoro-3-nitrobenzoic acid